C(#N)C1=CC=C(CCNC(=O)[C@H]2CN(CCC2)C2=NC(=NC(=C2)N2CCN(CC2)C)C)C=C1 (R)-N-(4-cyanophenethyl)-1-(2-methyl-6-(4-methylpiperazin-1-yl)pyrimidin-4-yl)piperidine-3-carboxamide